C(CCC)OC(CCCCCCCCCCCBr)CCCCC 7-butoxydodecyl-5-bromopentane